OC(CCCN[C@@H](C)C(=O)OC)C(C)=O methyl (4-hydroxy-5-oxohexyl)alaninate